NCCCCCC(=O)NC1=CC=C(C=C1)C#CCN 6-amino-N-(4-(3-aminoprop-1-yn-1-yl)phenyl)hexanamide